4-((3-chloro-4-fluorophenyl)amino)-6-acetylamino-benzothiophene-2-carboxylic acid ClC=1C=C(C=CC1F)NC1=CC(=CC2=C1C=C(S2)C(=O)O)NC(C)=O